(S)-2-(1H-imidazol-1-yl)-N-(tetrahydro-2H-pyran-3-yl)-5H-pyrrolo[3,2-d]pyrimidine-4-carboxamide N1(C=NC=C1)C=1N=C(C2=C(N1)C=CN2)C(=O)N[C@@H]2COCCC2